N-hydroxy-1-(1-((2-methyl-[1,1'-biphenyl]-3-yl)methyl)piperidine-4-carbonyl)pyrrolidine-2-carboxamide ONC(=O)C1N(CCC1)C(=O)C1CCN(CC1)CC=1C(=C(C=CC1)C1=CC=CC=C1)C